OC[C@H]1N(CCC1)C1=C2C(=NC(=N1)NC=1N=CN(C1)C1=CC(=C(C(=C1)OC)OC)OC)N(N=C2C)[C@H]2C[C@H](C2)O (cis)-3-(4-((S)-2-(hydroxymethyl)pyrrolidin-1-yl)-3-methyl-6-((1-(3,4,5-trimethoxyphenyl)-1H-imidazol-4-yl)amino)-1H-pyrazolo[3,4-d]pyrimidin-1-yl)cyclobutylalcohol